C(C)OC(=O)C=1NC=CC1NCC1=C(C=CC=C1)C1CN(CCC1)C(=O)OC(C)(C)C tert-butyl 3-(2-((2-(ethoxycarbonyl)-1H-pyrrol-3-ylamino)methyl)phenyl)piperidine-1-carboxylate